N-((R)-(1-(2-(1H-indazol-4-yl)-6-((R)-3-methylmorpholino)pyrimidin-4-yl)cyclopropyl)(methyl)(oxo)-λ6-sulfaneylidene)pivalamide N1N=CC2=C(C=CC=C12)C1=NC(=CC(=N1)C1(CC1)[S@](=NC(C(C)(C)C)=O)(=O)C)N1[C@@H](COCC1)C